F[P-](F)(F)(F)(F)F.FC(C=1C=CC2=C(N(N=N2)C(=[N+](C)C)N(C)C)C1)(F)F N-[6-trifluoromethyl(1H-benzotriazol-1-yl)-(dimethylamino)methylene]-N-methylmethanaminium hexafluorophosphate